C(C)C1C(C1C=1C=NN(C1)C)C(=O)NC=1N=CC2=CC(=C(C=C2C1)N1CC[NH+](CC1)C1(COCC1)C)C 2-ethyl-N-[7-methyl-6-[4-(3-methyltetrahydrofuran-3-yl)piperazin-4-ium-1-yl]-3-isoquinolinyl]-3-(1-methylpyrazol-4-yl)cyclopropanecarboxamide